ethyl 2-chloro-4-(((1r,3r)-3-hydroxycyclobutyl)amino)pyrimidine-5-carboxylate ClC1=NC=C(C(=N1)NC1CC(C1)O)C(=O)OCC